FC(C1(CNCCC1)O)(F)F 3-(trifluoro-methyl)piperidin-3-ol